3-(4-(2-(5-Phenyl-1H-imidazol-2-yl)pyridin-4-yl)-1H-pyrazol-1-yl)propanamide C1(=CC=CC=C1)C1=CN=C(N1)C1=NC=CC(=C1)C=1C=NN(C1)CCC(=O)N